4-trifluoromethyl-4-phenylbenzoic acid FC(C1(CC=C(C(=O)O)C=C1)C1=CC=CC=C1)(F)F